(2-chloro-5-cyanophenyl)-4-methoxy-2-((3-methyl-4-(1-methylpiperidin-4-yl)phenyl)amino)pyrimidine-5-carboxamide ClC1=C(C=C(C=C1)C#N)C1=C(C(=NC(=N1)NC1=CC(=C(C=C1)C1CCN(CC1)C)C)OC)C(=O)N